The molecule is an L-cysteine derivative that is the amide obtained by formal condensation of one of the carboxy groups of L-cystine with the amino group of 2-naphthylamine. It is a N-(2-naphthyl)carboxamide, a L-cysteine derivative, an amino acid amide, a dicarboxylic acid monoamide and an organic disulfide. It derives from a L-cystine. C1=CC=C2C=C(C=CC2=C1)NC(=O)[C@H](CSSC[C@@H](C(=O)O)N)N